FC1(CN(CC1)C(=O)[C@@H]1CCCC=2N1C(N(N2)CC2=CC(=CC=C2)C(F)(F)F)=O)F (5S)-5-[(3,3-Difluoropyrrolidin-1-yl)carbonyl]-2-[3-(trifluoromethyl)benzyl]-5,6,7,8-tetrahydro[1,2,4]triazolo[4,3-a]pyridin-3(2H)-one